C(C)(C)(C)C=1C=C(C=C(C1O)C(C)(C)C)C(C(=O)NN)(C)C(CC)=O 3,5-di-tert-butyl-4-hydroxyphenyl[propioyl]propionohydrazide